ClC=1C=C(C=C(C1)OC)C1=C(C=CC=C1C(C)C)C(C)C 3'-chloro-2,6-diisopropyl-5'-methoxy-1,1'-biphenyl